(E)-3-(3,4-dimethoxyphenyl)-N-(4-methoxyphenylethyl)acrylamide COC=1C=C(C=CC1OC)/C=C/C(=O)NCCC1=CC=C(C=C1)OC